n-Dodecane CCCCCCCCCCCC